(E)-(3-(3-(naphthalen-2-yl)-1-phenyl-1H-pyrazol-4-yl)acryloyl)-N6-Boc-L-lysine C1=C(C=CC2=CC=CC=C12)C1=NN(C=C1/C=C/C(=O)N[C@@H](CCCCNC(=O)OC(C)(C)C)C(=O)O)C1=CC=CC=C1